BrC1=C(C=C(C=C1F)CCCC)F 2-bromo-5-n-butyl-1,3-difluorobenzene